FC1(C(C(C(F)(F)F)(F)F)(O1)F)F perfluoro-1,2-epoxybutane